titanium-tungsten oxide [W]=O.[Ti]